7-bromo-2H-benzo[b][1,4]oxazine BrC=1C=CC2=C(OCC=N2)C1